4-[2-Fluoro-5-(methoxy-thiazol-2-ylmethyl)phenyl]-7-morpholin-4-yl-quinazoline FC1=C(C=C(C=C1)C(C=1SC=CN1)OC)C1=NC=NC2=CC(=CC=C12)N1CCOCC1